C(#N)C1=CC(=C(COC2=C(C=C(C(=N2)N2CCC3(CC3C(=O)OC)CC2)F)F)C=C1)F methyl 6-{6-[(4-cyano-2-fluorobenzyl) oxy]-3,5-difluoropyridin-2-yl}-6-azaspiro[2.5]octane-1-carboxylate